NC1=C(C(=NC=N1)NCC1CCN(CC1)C(=O)OC(C)(C)C)C1=CC=C(C=C1)OC1=CC=CC=C1 tert-butyl 4-({[6-amino-5-(4-phenoxyphenyl)pyrimidin-4-yl]amino} methyl)piperidine-1-Carboxylate